BrC=1C(=C2C(=NC1)N(CC21CC(C(C1)N1N=NC=C1)O)CC1=CC=C(C=C1)OC)Cl 5'-Bromo-4'-chloro-1'-(4-methoxybenzyl)-4-(1H-1,2,3-triazol-1-yl)-1',2'-dihydrospiro[cyclopentane-1,3'-pyrrolo[2,3-b]pyridin]-3-ol